O=S1(N(CC(N1)=O)C=1C(=C(C=CC1O)C1=CC=C(C=C1)NS(=O)(=O)CCOC)F)=O N-(3'-(1,1-dioxido-4-oxo-1,2,5-thiadiazolidin-2-yl)-2'-fluoro-4'-hydroxy-[1,1'-biphenyl]-4-yl)-2-methoxyethane-1-sulfonamide